pyridine Hydrobromide Br.N1=CC=CC=C1